C(C1=CC=CC=C1)N1CCC(CC1)NC(=O)C12CC3CC(CC(C1)C3)C2 N-(1-benzylpiperidin-4-yl)adamantane-1-carboxamide